[Ir]Cl.C1=CC=CCCCC1 Cyclooctadiene Iridium (I) chloride